OP(=O)=O The molecule is a monovalent inorganic anion obtained by deprotonation of one of the two OH groups in phosphonic acid. It is a phosphorus oxoanion and a monovalent inorganic anion. It is a conjugate base of a phosphonic acid. It is a conjugate acid of a phosphonate(2-).